2-Bromo-5-formyl-1,3-phenylene bis(4-methylbenzenesulfonate) CC1=CC=C(C=C1)S(=O)(=O)OC1=C(C(=CC(=C1)C=O)OS(=O)(=O)C1=CC=C(C=C1)C)Br